6-[[4-(trifluoromethylsulfinyl)pyrazol-1-yl]methyl]-2-azaspiro[3.3]heptane-2-carboxylic acid tert-butyl ester C(C)(C)(C)OC(=O)N1CC2(C1)CC(C2)CN2N=CC(=C2)S(=O)C(F)(F)F